CC1=NN(C2=NC=C(C=C21)NC(C=CC)=O)C2=CC=C(C=C2)C(F)(F)F N-(3-methyl-1-(4-(trifluoromethyl)phenyl)-1H-pyrazolo[3,4-b]pyridin-5-yl)but-2-enamide